(9e)-Octadec-9-en CCCCCCCC\C=C\CCCCCCCC